(4-(2-(1H-imidazol-1-yl)ethoxy)-(3-methoxybenzyl)(methyl)amino)-3-(3-bromo-4-methylphenoxy)propan-2-ol N1(C=NC=C1)CCOC1=C(C=C(CN(C)CC(COC2=CC(=C(C=C2)C)Br)O)C=C1)OC